4-phenyl-2-(4-(4,4,5,5-tetramethyl-1,3,2-dioxaborolan-2-yl)phenyl)benzo[h]quinazoline C1(=CC=CC=C1)C1=NC(=NC2=C3C(=CC=C12)C=CC=C3)C3=CC=C(C=C3)B3OC(C(O3)(C)C)(C)C